O1CCCC2=CC(=CC=C12)C1=CNC2=NC=C(C=C21)C(=O)NC=2C=NN(C2)C2CCNCC2 3-(chroman-6-yl)-N-(1-(piperidin-4-yl)-1H-pyrazol-4-yl)-1H-pyrrolo[2,3-b]pyridine-5-carboxamide